C(C)N1C=NC2=C1C(N(C=C2C=2C=NNC2)C2=CC=C(C=C2)OC(F)(F)F)=O 3-ethyl-7-(1H-pyrazol-4-yl)-5-(4-(trifluoromethoxy)phenyl)-3,5-dihydro-4H-imidazo[4,5-c]pyridin-4-one